2,2'-dithiodiacetic acid diethyl ester C(C)OC(CSSCC(=O)OCC)=O